1-ethyl-2-((2-methoxy-5-sulfamoyl-benzamido)methyl)pyrrolidine-1-oxide C(C)[N+]1(C(CCC1)CNC(C1=C(C=CC(=C1)S(N)(=O)=O)OC)=O)[O-]